(1S,3S,4S)-N-[(1S)-1-cyano-2-[(3S)-2-oxo-3-piperidyl]ethyl]-5,5-difluoro-2-(4,6,7-trifluoro-1H-indole-2-carbonyl)-2-azabicyclo[2.2.2]octane-3-carboxamide C(#N)[C@H](C[C@H]1C(NCCC1)=O)NC(=O)[C@H]1N([C@@H]2CC([C@H]1CC2)(F)F)C(=O)C=2NC1=C(C(=CC(=C1C2)F)F)F